C(CCCCCCCCCCCCCCCCC)[NH+](C)C N-stearyl-dimethyl-ammonium